(1R,2R,3R)-2-methyl-N-[7-methyl-6-[4-((S)-3-methyltetrahydrofuran-3-yl)piperazin-4-ium-1-yl]-3-isoquinolyl]-3-(1-methylpyrazol-4-yl)cyclopropanecarboxamide C[C@H]1[C@H]([C@@H]1C=1C=NN(C1)C)C(=O)NC=1N=CC2=CC(=C(C=C2C1)N1CC[NH+](CC1)[C@@]1(COCC1)C)C